ONC(CCCCCCCC1=CC=C(C=C1)NC1=NC2=CC=CC=C2C(N1)=O)=O N-hydroxy-8-(4-((4-oxo-3,4-dihydroquinazolin-2-yl)amino)phenyl)octanamide